2-oxo-imidazolidin O=C1NCCN1